Ethyl 2-(7-((3,4-difluorobenzyl)oxy)-9-oxo-3,4,11,11a-tetrahydro-1H-pyrazino[1',2':3,4]imidazo[1,2-c]pyrimidin-2(9H)-yl)propanoate FC=1C=C(COC=2C=C3N(C(N2)=O)CC2N3CCN(C2)C(C(=O)OCC)C)C=CC1F